1-Tert-butyl 4-(3-(1-(2,6-dioxopiperidin-3-yl)-3-methyl-2-oxo-2,3-dihydro-1H-benzo[d]imidazol-5-yl)prop-2-yn-1-yl)piperazine-1-carboxylate O=C1NC(CCC1N1C(N(C2=C1C=CC(=C2)C#CCN2CCN(CC2)C(=O)OC(C)(C)C)C)=O)=O